2,9-Bis(naphthalene-2-yl)4,7-diphenyl-1,10-phenanthroline C1=C(C=CC2=CC=CC=C12)C1=NC2=C3N=C(C=C(C3=CC=C2C(=C1)C1=CC=CC=C1)C1=CC=CC=C1)C1=CC2=CC=CC=C2C=C1